3-[(1S)-1-{2-[(2R)-2-(benzyloxy)propoxy]ethoxy}ethyl]-5-bromopyridine C(C1=CC=CC=C1)O[C@@H](COCCO[C@@H](C)C=1C=NC=C(C1)Br)C